Methyl 4-(4-((6-((1-acryloylpiperidin-4-yl)oxy)-7-methoxyquinazolin-4-yl)amino)-5-methoxy-2-methylphenoxy)benzoate C(C=C)(=O)N1CCC(CC1)OC=1C=C2C(=NC=NC2=CC1OC)NC1=CC(=C(OC2=CC=C(C(=O)OC)C=C2)C=C1OC)C